The molecule is a carbohydrate acid anion that is the conjugate base of 2-keto-3-deoxy-L-galactonic acid, obtained by deprotonation of the carboxy group. It derives from a galactonic acid. It is a conjugate base of a 2-keto-3-deoxy-L-galactonic acid. C([C@@H]([C@H](CO)O)O)C(=O)C(=O)[O-]